C(CC)(=O)C=1C=NC=CC1 3-propionylpyridine